IC=1C=CC(=C(C1)C(=O)C1=CC=C(C=C1)OCCOC1CC1)Cl (5-iodo-2-chlorophenyl)(4-(2-cyclopropyloxyethoxy)phenyl)methanone